dibutyltin di(tridecyl)maleate C(CCCCCCCCCCCC)/C(=C(/C(=O)[O-])\CCCCCCCCCCCCC)/C(=O)[O-].C(CCC)[Sn+2]CCCC